P1(=O)(OC2=C(C=C(C=C2C(C)(C)C)C(C)(C)C)CC2=C(C(=CC(=C2)C(C)(C)C)C(C)(C)C)O1)[O-] 2,2'-methylene-bis-(4,6-di-tert.-butylphenyl) phosphate